4-[1-(4-nitrobenzoyl)-2,3-dihydro-1H-pyrrolo[2,3-c]pyridin-4-yl]benzonitrile [N+](=O)([O-])C1=CC=C(C(=O)N2CCC=3C2=CN=CC3C3=CC=C(C#N)C=C3)C=C1